2,6,8-trioctyl-N-phenyl-1,2,3,5,6,7-hexahydropyrrolo[3,4-f]isoindol-4-amine C(CCCCCCC)N1CC=2C(=C3CN(CC3=C(C2C1)NC1=CC=CC=C1)CCCCCCCC)CCCCCCCC